COC1=C(C(=O)N)C=CC(=C1C(=O)NC)S(=O)(=O)C methoxy-N3-methyl-4-(methylsulfonyl)isophthalamide